4-[5-(2-aminoethyl)pyridin-2-yl]-3-[[5-(trifluoromethyl)-1,3,4-thiadiazol-2-yl]oxy]benzonitrile NCCC=1C=CC(=NC1)C1=C(C=C(C#N)C=C1)OC=1SC(=NN1)C(F)(F)F